COC1=CC=C(C=C1)C(C(CO)OC1=CC=CC=C1)O 1-(4-methoxyphenyl)-2-phenoxy-1,3-propanediol